(acetaminocarbamoyl)-4-(benzylamino)-N-methyl-benzenesulfonamide N(C(=O)C)NC(=O)C1=C(C=CC(=C1)NCC1=CC=CC=C1)S(=O)(=O)NC